4-(((3r,6s)-1-((benzyloxy)carbonyl)-6-methylpiperidin-3-yl)amino)-7H-pyrrolo[2,3-d]pyrimidine-5-carboxylic acid isopropyl ester C(C)(C)OC(=O)C1=CNC=2N=CN=C(C21)N[C@H]2CN([C@H](CC2)C)C(=O)OCC2=CC=CC=C2